N-(5-(2-(3,3-difluoropyrrolidin-1-yl)acetamido)-2-methylpyridin-3-yl)-2-(1-methyl-1H-pyrazol-4-yl)pyrazolo[5,1-b]thiazole-7-carboxamide FC1(CN(CC1)CC(=O)NC=1C=C(C(=NC1)C)NC(=O)C=1C=NN2C1SC(=C2)C=2C=NN(C2)C)F